[4-(4,6-diamino-1,3,5-triazin-2-yl)phenyl]-1,3,5-triazin-2,4-diamine NC1=NC(=NC(=N1)N)C1=CC=C(C=C1)C1=NC(=NC(=N1)N)N